N-acetylmuramyl-d-glutamic acid C(C)(=O)N([C@H](CCC(=O)O)C(=O)O)C1[C@H](N)[C@@H](O[C@@H](C(=O)O)C)[C@H](O)[C@H](O1)CO